(4-bromo-2-fluorophenyl) (ethyl)(imino)-λ6-sulfanyl ketone C(C)[SH2](=N)C(=O)C1=C(C=C(C=C1)Br)F